CC1=CC=2CC3=CC(=CC=C3OC2C=C1)C 2,7-dimethylxanthen